ClC/C=C/C(=O)NC1=C(C=C(C=C1F)C(=O)C1=CC=C2C(=CC=CN12)C1=CC2=C(N(C=N2)C)C=C1C(F)(F)F)F (2e)-4-chloro-N-(2,6-difluoro-4-{8-[1-methyl-6-(trifluoromethyl)-1H-1,3-benzodiazol-5-yl]indolizine-3-carbonyl}phenyl)but-2-enamide